(3R)-1-[2-[2-[2-(8-Chloro-4-oxochromen-2-yl)-5-methoxy-4-methylphenoxy]ethoxy]ethyl]pyrrolidin ClC=1C=CC=C2C(C=C(OC12)C1=C(OCCOCCN2CCCC2)C=C(C(=C1)C)OC)=O